disodium dihydrogen dihydrogen ethylenediaminetetraacetate dihydrate O.O.C(CN(CC(=O)O)CC(=O)O)N(CC(=O)O)CC(=O)O.[Na].[Na]